1-(indoline-1-carbonyl)-4-[2-oxo-2-(N-phenylanilino)ethyl]piperidine-4-carboxylic acid N1(CCC2=CC=CC=C12)C(=O)N1CCC(CC1)(C(=O)O)CC(N(C1=CC=CC=C1)C1=CC=CC=C1)=O